COC1=CC=C(CCC(=O)O)C=C1.C1(=CC=CC=C1)OC anisole (4-methoxybenzyl acetate)